N1(CCOCC1)C1=CC(=NC=N1)N1NC=C(C1=O)N1N=NC=C1 2-(6-Morpholin-4-ylpyrimidin-4-yl)-4-(1H-1,2,3-triazol-1-yl)-1,2-dihydro-3H-pyrazol-3-one